NC1=CC=C(CNC23CNCCNCC(CNCCNC2)(CNCCNC3)N)C=C1 1-N-(4-aminobenzyl)-3,6,10,13,16,19-hexazabicyclo[6.6.6]eicosane-1,8-diamine